SCCCOC=1C=C(C=CC1)C(N)=N m-(3-mercaptopropoxy)benzenecarboximidamide